ClC=1C(=NC(=NC1)N1CCNCCC1)N1CC(C1)C(=O)NCC1=C(N=C2N1C=CC=C2)C 1-[5-chloro-2-(1,4-diazepan-1-yl)pyrimidin-4-yl]-N-({2-methylimidazo[1,2-a]pyridin-3-yl}methyl)azetidine-3-carboxamide